3-(Cyclohexyl)propanamide C1(CCCCC1)CCC(=O)N